C(CCCC)/C(=C/C(=O)OCCCCCCN(CCCCCCOC(C=C(CCCCCCCCCC)CCCCC)=O)CCCO)/CCCCCCCCCC.C(C=C)(=O)NC=1C=C(C=CC1)C=1C=C(C=C2C=NC=NC12)C1=CC=C(C(=O)NC2=NC=CC(=C2)C(F)(F)F)C=C1 4-(8-(3-acrylamidophenyl)quinazolin-6-yl)-N-(4-(trifluoromethyl)pyridin-2-yl)benzamide ((3-hydroxypropyl)azanediyl)bis(hexane-6,1-diyl) (2Z,2'Z)-bis(3-pentyltridec-2-enoate)